C(CC)(=O)OC1CC(CCC1C(C)C)C p-menthyl propionate